Carbamoyloxymethyltriazole C(N)(=O)OCC=1N=NNC1